(-)-6-{4-[(3-Chloropyridin-2-yl)oxy]-2-methylphenyl}-1,5-dimethylpyrimidin-2,4(1H,3H)-dion ClC=1C(=NC=CC1)OC1=CC(=C(C=C1)C1=C(C(NC(N1C)=O)=O)C)C